(S)-N-([1,1'-biphenyl]-4-yl)pyrrolidin-3-amine hydrochloride Cl.C1(=CC=C(C=C1)N[C@@H]1CNCC1)C1=CC=CC=C1